4-(Benzothiazol-2-yl)-1,3-benzenediol S1C(=NC2=C1C=CC=C2)C2=C(C=C(C=C2)O)O